O=S1(C2=C(OCCN1)C=CC=C2)=O 1,1-dioxo-3,4-dihydro-2H-benzo[b][1,4,5]oxthiazepine